(tetrahydro-2H-pyran-4-yl)zinc (II) iodide [I-].O1CCC(CC1)[Zn+]